[(4-Amino-3,5-dichloro-6-fluoropyridin-2-yl)oxy]acetic acid NC1=C(C(=NC(=C1Cl)F)OCC(=O)O)Cl